8-Fluoro-7-methoxy-3-nitro-1,6-naphthyridine-2,4-diol FC=1C(=NC=C2C(=C(C(=NC12)O)[N+](=O)[O-])O)OC